C(C)NCC1=CC(=NC(=C1)C(F)(F)F)O[C@H]1CC[C@H](CC1)N1CC(C1)(N1N=CC(=C1)C=1C2=C(N=CN1)NC=C2)CC#N {1-(cis-4-{[4-[(ethylamino)-methyl]-6-(tri-fluoromethyl)-pyridin-2-yl]-oxy}cyclohexyl)-3-[4-(7H-pyrrolo-[2,3-d]pyrimidin-4-yl)-1H-pyrazol-1-yl]azetidin-3-yl}acetonitrile